[Pt+2].ClC=1C(=NC=CC1)C1=NC=CC=C1C1=NC=CC=C1 chloro-(terpyridine) platinum (II)